1-(cyclohexylmethyl)-3-methylimidazolium C1(CCCCC1)CN1C=[N+](C=C1)C